OC1=C(C=CC=C1)C1=CC2=C(N=N1)NC(=C2C(=C)C)C2C[C@H]1COC[C@@H](C2)N1C(C=C)=O 1-((1R,5S,7r)-7-(3-(2-hydroxyphenyl)-5-(prop-1-en-2-yl)-7H-pyrrolo[2,3-c]pyridazin-6-yl)-3-oxa-9-azabicyclo[3.3.1]nonan-9-yl)prop-2-en-1-one